N-(3-(2-ethoxy-N-propylpropionylamino)-2,4-difluorophenyl)benzamide C(C)OC(C(=O)NC=1C(=C(C=CC1F)NC(C1=CC=CC=C1)=O)F)CCCC